6-[(2,6-difluoro-4-pyridyl)amino]-N-(2,2-dimethylcyclobutyl)-3-methoxy-pyridine-2-carboxamide FC1=NC(=CC(=C1)NC1=CC=C(C(=N1)C(=O)NC1C(CC1)(C)C)OC)F